FC(OC1=C(C(=O)N[C@@H]2[C@H](C[C@H](C2)OC(F)(F)F)O)C=CC=C1C#CC=1C=NC=C(C1)F)F (difluoromethoxy)-3-[2-(5-fluoropyridin-3-yl)ethynyl]-N-[(1S,2S,4S)-2-hydroxy-4-(trifluoromethoxy)cyclopentyl]benzamide